(R)-2-methylpiperazine-1-carboxylic acid 5-cyanopyridin-3-yl ester C(#N)C=1C=C(C=NC1)OC(=O)N1[C@@H](CNCC1)C